C(C)OC(=O)C1=CN=C(N1C)Br 2-bromo-1-methyl-1H-imidazole-5-carboxylic acid ethyl ester